C(CCCCCCC\C=C\C\C=C\CCCCC)O (E,E)-9,12-octadecadien-1-ol